FC(C1=CC=CC(=N1)C1(CC1)C#N)(F)F [6-(trifluoromethyl)-2-pyridyl]cyclopropanecarbonitrile